N-(4-cyclobutyl-5-(3,5-difluorophenyl)-1-methyl-1H-pyrazol-3-yl)thietane-3-carboxamide C1(CCC1)C=1C(=NN(C1C1=CC(=CC(=C1)F)F)C)NC(=O)C1CSC1